3-((S)-2-hydroxy-3-((R)-8-(2-oxo-2,3-dihydro-1H-pyrido[2,3-b][1,4]oxazin-6-ylsulfonyl)-1-oxa-8-azaspiro[4.5]decan-3-ylamino)propoxy)-N-methylbenzenesulfonamide O[C@H](COC=1C=C(C=CC1)S(=O)(=O)NC)CN[C@H]1COC2(C1)CCN(CC2)S(=O)(=O)C=2C=CC1=C(OCC(N1)=O)N2